Ethyl 5-methylbenzo[b]thiophene-2-carboxylate CC1=CC2=C(SC(=C2)C(=O)OCC)C=C1